ethyl (Z)-2-((5-bromo-3-nitropyridin-2-yl)methylene)butanoate BrC=1C=C(C(=NC1)\C=C(/C(=O)OCC)\CC)[N+](=O)[O-]